C(=O)(O)C1=C(C=2C(C3=CC=CC=C3C(C2C=C1)=O)=O)C(=O)O dicarboxyl-anthraquinone